(S)-2-((4-(3-((7-((9-acryloyl-3,9-diazaspiro[5.5]undec-3-yl)sulfonyl)-2,7-diazaspiro[3.5]nonan-2-yl)methyl)pyrrolidin-1-yl)pyrimidin-5-yl)oxy)-5-fluoro-N,N-diisopropyl-phenylbenzamide C(C=C)(=O)N1CCC2(CCN(CC2)S(=O)(=O)N2CCC3(CN(C3)C[C@H]3CN(CC3)C3=NC=NC=C3OC3=C(C=C(C=C3)F)C3=C(C(=O)N(C(C)C)C(C)C)C=CC=C3)CC2)CC1